NC1=CC=C(C=C1)[S] 4-aminophenylsulfur